2-((2R)-2-methyl-4-morpholinyl)-2-methylpropionaldehyde C[C@@H]1CN(CCO1)C(C=O)(C)C